C1(=CC=CC=C1)P([O-])(=O)C(CC)CC(C)(C)C phenyl-(neopentyl-n-propyl)phosphinate